NC=1C=CC(=C2CN(C(C12)=O)CC(=C)C(N)=O)C=1C=C(C=2C=NN(C2C1)C)C(=O)NC1=CC(=CC=C1)OC 6-[7-amino-2-(2-carbamoyl-2-methylideneethyl)-1-oxo-2,3-dihydro-1H-isoindol-4-yl]-N-(3-methoxyphenyl)-1-methyl-1H-indazole-4-carboxamide